NCC1=CC=C(C=O)C=C1 4-(aminomethyl)benzaldehyde